C(C)(C)N1N=C(C=C1)C=1C(=C2C(=NC(=NN2C1)C=1N(C=CN1)C)O)C1=NC=CC=C1 6-(1-Isopropyl-1H-pyrazol-3-yl)-2-(1-methyl-1H-imidazol-2-yl)-5-(pyridin-2-yl)pyrrolo[2,1-f][1,2,4]triazin-4-ol